6-chloro-4-((4-(5-(dimethylphosphoryl)-1-methyl-1H-pyrazol-3-yl)-3-methoxypyridin-2-yl)amino)pyridazine-3-carboxamide ClC1=CC(=C(N=N1)C(=O)N)NC1=NC=CC(=C1OC)C1=NN(C(=C1)P(=O)(C)C)C